CCCCCCCCCCCCCCCCCCCCCC(=O)N[C@@H](CO[C@H]1[C@@H]([C@H]([C@@H]([C@H](O1)CO)O[C@H]2[C@@H]([C@H]([C@H]([C@H](O2)CO)O[C@H]3[C@@H]([C@H]([C@H]([C@H](O3)CO)O)O[C@H]4[C@@H]([C@H]([C@H]([C@H](O4)CO)O)O[C@@]5(C[C@@H]([C@H]([C@@H](O5)[C@@H]([C@@H](CO)O)O)NC(=O)C)O)C(=O)O)O)NC(=O)C)O[C@@]6(C[C@@H]([C@H]([C@@H](O6)[C@@H]([C@@H](CO)O)O)NC(=O)C)O)C(=O)O)O)O)O)[C@@H](/C=C/CCCCCCCCCCCCC)O The molecule is a sialopentaosylceramide consisting of a alpha-Neu5Ac-(2->3)-beta-D-Gal-(1->3)-beta-D-GalNAc-(1->4)-[alpha-Neu5Ac-(2->3)]-beta-D-Gal-(1->4)-beta-D-Glucosyl unit attached to a Cer(d18:1/22:0). It has a role as a mouse metabolite. It derives from a docosanoic acid.